phosphoramidimidate P([O-])([O-])(N)=N